CC1(OB(OC1(C)C)C1=CC2=C(N(C=N2)C=2C=C3C=CN=CC3=CC2)C=C1)C 6-(5-(4,4,5,5-tetramethyl-1,3,2-dioxaborolan-2-yl)-1H-benzo[d]imidazol-1-yl)isoquinoline